(3S)-3-(1,4-dimethyl-1H-benzotriazol-5-yl)-3-[7-({[tris(propan-2-yl)silyl]oxy}methyl)-2,3-dihydro-1H-inden-5-yl]propanoic acid tert-butyl ester C(C)(C)(C)OC(C[C@@H](C=1C=C2CCCC2=C(C1)CO[Si](C(C)C)(C(C)C)C(C)C)C1=C(C2=C(N(N=N2)C)C=C1)C)=O